FC(C1(CC1)C=1C=CC2=C(N=C(O2)C=2OC(=C(N2)N2C=CC=3C=CC=NC3C2=O)C2=CC=C(C=C2)C(F)(F)F)C1)(F)F 7-(2-{5-[1-(trifluoromethyl)cyclopropyl]-1,3-benzoxazol-2-yl}-5-[4-(trifluoromethyl)phenyl]-1,3-oxazol-4-yl)-7,8-dihydro-1,7-naphthyridin-8-one